FC(C1CN(CC1)CCC)(F)F (2S)-1-(3-(trifluoromethyl)pyrrolidin-1-yl)propane